1-(4-(triazolyl)-1-piperazinyl)-3-methylenepent-4-ene N1N=NC(=C1)N1CCN(CC1)CCC(C=C)=C